CN([C@H]1CN(CC1)C1=C(C=C(C=C1F)NC1=NC=C(C(=N1)N1OCC[C@H]1C1=CC=CC=C1)C(F)(F)F)F)C N-(4-((R)-3-(dimethylamino)pyrrolidin-1-yl)-3,5-difluorophenyl)-4-((S)-3-phenylisooxazolidin-2-yl)-5-(trifluoromethyl)pyrimidin-2-amine